C1#CCCCCC1 cyclohept-1-yne